BrC=1N=CC(=NC1C1=CC=C(C=C1)F)N 5-bromo-6-(4-fluorophenyl)pyrazin-2-amine